5-(3-fluoro-4-((4-chloropyrimidin-2-yl)oxy)phenyl)-6-iodo-7-methyl-7H-pyrido[2,3-d]pyrimidin-4-amine FC=1C=C(C=CC1OC1=NC=CC(=N1)Cl)C=1C(C(N=C2N=CN=C(C21)N)C)I